COC1=C(C(=NC=C1)C=O)C (4-methoxy-3-methyl-2-pyridyl)methanone